(2-chloroethyl)-2-methyl-4H-pyrido[1,2-a]pyrimidin-4-one ClCCC1=C(N=C2N(C1=O)C=CC=C2)C